N-(1-(5-(3-cyano-6-(2-hydroxy-2-methylpropoxy)pyrazolo[1,5-a]pyridin-4-yl)pyridin-2-yl)-4-methylpiperidin-4-yl)-2-methylnicotinamide C(#N)C=1C=NN2C1C(=CC(=C2)OCC(C)(C)O)C=2C=CC(=NC2)N2CCC(CC2)(C)NC(C2=C(N=CC=C2)C)=O